1-(oxazol-2-ylmethyl)-2-((4-(6-(pyridin-2-ylmethoxy)pyridin-2-yl)piperazin-1-yl)methyl)-1H-benzo[d]imidazole-6-carboxylic acid O1C(=NC=C1)CN1C(=NC2=C1C=C(C=C2)C(=O)O)CN2CCN(CC2)C2=NC(=CC=C2)OCC2=NC=CC=C2